tris(1,1,1,3,3,3-hexafluoro-2-phenyl-propan-2-yl) borate B(OC(C(F)(F)F)(C(F)(F)F)C1=CC=CC=C1)(OC(C(F)(F)F)(C(F)(F)F)C1=CC=CC=C1)OC(C(F)(F)F)(C(F)(F)F)C1=CC=CC=C1